methyl 2-acetamido-4-cyanobenzoate C(C)(=O)NC1=C(C(=O)OC)C=CC(=C1)C#N